methyl (6-morpholinohexyl)fumarate O1CCN(CC1)CCCCCC/C(/C(=O)OC)=C\C(=O)[O-]